CCCCCCCCCCCCCCCCCCC(=O)OC[C@H](COP(=O)(O)OC[C@H](CO)O)OC(=O)CCCCCCC/C=C\CCCCC 1-nonadecanoyl-2-(9Z-pentadecenoyl)-glycero-3-phospho-(1'-sn-glycerol)